4-[1-[4-(cyclopropylamino)-5-fluoro-pyrimidin-2-yl]-4-fluoro-piperidine-4-carbonyl]-3,5-dihydro-2H-pyrido[3,4-f][1,4]oxazepine-9-carbonitrile C1(CC1)NC1=NC(=NC=C1F)N1CCC(CC1)(C(=O)N1CCOC2=C(C1)C=NC=C2C#N)F